2-hydroxybutyric acid n-butyl ester C(CCC)OC(C(CC)O)=O